COC1=CC=C(C=C1)CC=O 2-(4-Methoxyphenyl)acetaldehyde